ClC1=CC=C(C=2N1C=CN2)C(=O)N 5-chloroimidazo[1,2-a]pyridine-8-carboxamide